CC1(OB(OC1(C)C)C1=CC2=C(N=C(S2)NC(=O)C2CC2)C=C1)C N-(6-(4,4,5,5-tetramethyl-1,3,2-dioxaborolan-2-yl)benzo[d]thiazole-2-yl)cyclopropanecarboxamide